P(=O)(OCC(COC=C)O)([O-])[O-] mono(2-hydroxy-3-vinyloxypropyl) phosphate